5-benzyl-N-(2-methyl-[3,4'-bipyridine]-2'-yl)-4H-1,2,4-triazole-3-carboxamide C(C1=CC=CC=C1)C=1NC(=NN1)C(=O)NC1=NC=CC(=C1)C=1C(=NC=CC1)C